chloropenicillanic acid ClCC1(S[C@H]2N([C@H]1C(=O)O)C(C2)=O)C